N-(2-methoxyphenyl)-2-(ditertbutylphosphino)pyrrole COC1=C(C=CC=C1)N1C(=CC=C1)P(C(C)(C)C)C(C)(C)C